(3R)-3-amino-7-(5-tert-butyl-1,3,4-oxadiazol-2-yl)-5-[(4-chlorophenyl)methyl]-8-(dimethylamino)-1,1-dioxo-2,3-dihydro-1λ6,5-benzothiazepine-4-one N[C@H]1CS(C2=C(N(C1=O)CC1=CC=C(C=C1)Cl)C=C(C(=C2)N(C)C)C=2OC(=NN2)C(C)(C)C)(=O)=O